N-[6-[(8-chloro-1'-methyl-1,5-dioxo-spiro[2H-imidazo[1,5-a]pyridine-3,4'-piperidin]-6-yl)amino]pyrimidin-4-yl]carbamic acid tert-butyl ester C(C)(C)(C)OC(NC1=NC=NC(=C1)NC1=CC(=C2N(C1=O)C1(CCN(CC1)C)NC2=O)Cl)=O